methyl 3-((2-((S)-(((benzyloxy)carbonyl)amino)(cycloheptyl)methyl)imidazo[1,2-b]pyridazin-6-yl)methyl)-2-oxopiperidine-3-carboxylate C(C1=CC=CC=C1)OC(=O)N[C@H](C=1N=C2N(N=C(C=C2)CC2(C(NCCC2)=O)C(=O)OC)C1)C1CCCCCC1